ClC=1C(=NC(=NC1C(F)(F)F)N1C(CC1)C)N1CC(C1)OCC(=O)N1CCNCC1 2-((1-(5-chloro-2-(2-methylazetidin-1-yl)-6-(trifluoromethyl)pyrimidin-4-yl)azetidin-3-yl)oxy)-1-(piperazin-1-yl)ethane-1-One